N-((S)-3-cyclohexyl-1-(((S)-5-(methylsulfonyl)pent-1-yn-3-yl)amino)-1-oxopropan-2-yl)-1H-indole-2-carboxamide C1(CCCCC1)C[C@@H](C(=O)N[C@H](C#C)CCS(=O)(=O)C)NC(=O)C=1NC2=CC=CC=C2C1